tert-butyl (4R,7S,8S)-13-chloro-14-fluoro-16-methyl-10-oxa-2,12,16,17,19-pentazapentacyclo[9.6.1.14,7.02,8.015,18]nonadeca-1(17),11(18),12,14-tetraene-19-carboxylate ClC1=NC=2OC[C@@H]3[C@@H]4CC[C@H](CN3C3=NN(C(=C1F)C32)C)N4C(=O)OC(C)(C)C